FC(CO)(F)C=1C(=C(C=CC1)[C@@H](C)NC=1C2=C(N=C(N1)C)N=C(C(=C2)C(=O)N(C)C)N2CCCC2)F (R)-4-((1-(3-(1,1-difluoro-2-hydroxyethyl)-2-fluorophenyl)ethyl)amino)-N,N,2-trimethyl-7-(pyrrolidin-1-yl)pyrido[2,3-d]pyrimidine-6-carboxamide